ClC=1C=C(C=CC1)C1=C(C=CC=C1)N(C(C(=O)O)=O)C 2-((3'-chloro-[1,1'-biphenyl]-2-yl)(methyl)amino)-2-oxoacetic acid